C(C1=CC=CC=C1)NC=1C(C(=C(C(C1CCCCC)=O)O)[C@@H]1C=C(C[C@H]1C(=C)C)C)=O 2-(benzylamino)-5-hydroxy-6-((1R,5R)-3-methyl-5-(prop-1-en-2-yl)cyclopent-2-en-1-yl)-3-pentylcyclohexa-2,5-diene-1,4-dione